NC(CC(=O)O)CCN(C)C=NN 3-amino-5-[(aminoiminomethyl)methylamino]pentanoic acid